(1R,3R)-3-((S)-6-(Methoxycarbonyl)-7-methyl-2-((5-oxo-6-azaspiro[2.5]octan-6-yl)methyl)-6,7,8,9-tetrahydro-3H-imidazo[4,5-f]chinolin-3-yl)cyclohexan COC(=O)N1[C@H](CCC2=C3C(=CC=C12)N(C(=N3)CN3C(CC1(CC1)CC3)=O)C3CCCCC3)C